2-((3S,4R)-3,4-Difluoropyrrolidin-1-yl)-N'-(4-iodo-2-(6-azaspiro[2.5]octan-6-yl)benzoyl)-6-methylpyrimidine-4-carbohydrazide F[C@H]1CN(C[C@H]1F)C1=NC(=CC(=N1)C(=O)NNC(C1=C(C=C(C=C1)I)N1CCC2(CC2)CC1)=O)C